tert-Butyl ((3-allyl-2-hydroxy-4-methylphenyl)sulfonyl)-L-prolinate C(C=C)C=1C(=C(C=CC1C)S(=O)(=O)N1[C@@H](CCC1)C(=O)OC(C)(C)C)O